C(C)(C)(C)OC(=O)N1C[C@H](N([C@H](C1)C)CC(=O)OC)C (3R,5S)-4-(2-methoxy-2-oxoethyl)-3,5-dimethylpiperazine-1-carboxylic acid tert-butyl ester